[NH4+].[NH4+].[S-]S[S-] diammonium trisulphide